OC(C\C(=C/C(=O)OCC)\N1CCCC1)(C(=O)OCC)C(F)(F)F (E)-Diethyl 5-hydroxy-3-(pyrrolidin-1-yl)-5-(trifluoromethyl)hex-2-enedioate